1-(4-cyano-3-(trifluoromethyl)phenyl)-N-(5-(2-oxoethoxy)pyridin-2-yl)piperidine-4-carboxamide C(#N)C1=C(C=C(C=C1)N1CCC(CC1)C(=O)NC1=NC=C(C=C1)OCC=O)C(F)(F)F